FC1=CC=C(C=C1)[C@@H]1N(CCC2=CC=CC=C12)C(=O)O[C@H]1[C@@H](CC1)NC(=O)OC(C)(C)C trans-2-((tert-butoxycarbonyl)amino)cyclobutyl (S)-1-(4-fluorophenyl)-3,4-dihydroisoquinoline-2(1H)-carboxylate